FC1=CC2=C(C=NC3=C(O2)C=C(C=C3)F)C=C1 3,7-difluorodibenzo[b,f][1,4]oxazepine